tert-butyl (2-chloro-6-(trifluoromethyl)pyridin-4-yl)(prop-2-yn-1-yl)carbamate ClC1=NC(=CC(=C1)N(C(OC(C)(C)C)=O)CC#C)C(F)(F)F